cyclohexylcarbonyl-(phenylsulfonyl)methane C1(CCCCC1)C(=O)CS(=O)(=O)C1=CC=CC=C1